FC(S(=O)(=O)[O-])(F)F.C(CCC)[IH+] n-butyl-iodonium trifluoromethanesulfonate